4-(TRANS-4-PENTYLCYCLOHEXYL)PHENYLBORONIC ACID C(CCCC)[C@@H]1CC[C@H](CC1)C1=CC=C(C=C1)B(O)O